NCCCC(C(=O)N(CCCCCCCCCC)C(CCCCCCCCC(=O)OCC(CCCCCC)CCCC)CCCCCCCCC(=O)OCC(CCCCCC)CCCC)F bis(2-butyloctyl) 10-(5-amino-N-decyl-2-fluoropentanamido)nonadecanedioate